iso-propyl-1,4-dimethyldihydroazulenide C(C)(C)C1[C-](C2=CC=CC=C(C2C1)C)C